CC1=CN2CCCC2=C1C(=O)O 6-methyl-2,3-dihydro-1H-pyrrolizine-7-carboxylic acid